CC(C)C(C)C(C)C[C@@](C)(C1=CC[C@@H]2[C@@]1(CC[C@H]3[C@H]2C[C@H]([C@@]4([C@@]3(CC[C@@H](C4)O)C)O)O)C)O The molecule is a 3beta-hydroxy steroid consisting of 23,24-dimethylcholest-16-ene substituted by hydroxy groups at positions 3, 5, 6 and 20 (the 3beta,5alpha,6beta,20S stereoisomer). Isolated from the soft coral Sarcophyton trocheliophorum, it exhibits cytotoxic activity against human cancer cells. It has a role as an antineoplastic agent and a coral metabolite. It is a 5alpha-hydroxy steroid, a 3beta-hydroxy steroid, a 6beta-hydroxy steroid and a 20-hydroxy steroid.